CC1=CN=C2N1N=C(C=C2)C2=CNC=1N=C(N=CC12)NCC(C)(C)C 5-(3-methylimidazo[1,2-b]pyridazin-6-yl)-N-neopentyl-7H-pyrrolo[2,3-d]pyrimidin-2-amine